diethylsilanediyl[(cyclopentadienyl)(indenyl)]zirconium dichloride [Cl-].[Cl-].C(C)[Si](=[Zr+2]C1C(=CC2=CC=CC=C12)C1C=CC=C1)CC